Cl.NC1CC(C1)(O)C cis-3-amino-1-methyl-cyclobutanol HCl salt